6-amino-3-(2-methoxyethyl)-1-(2-morpholinoethyl)quinazoline-2,4(1H,3H)-dione NC=1C=C2C(N(C(N(C2=CC1)CCN1CCOCC1)=O)CCOC)=O